O1CCN(C2=C1C=CC=C2)NC(=O)C=2C=NC1=C(C=CN=C1C2N2CCOCC2)C2=C(C(=CC(=C2)F)F)F N-(2,3-dihydro-1,4-benzoxazin-4-yl)-4-morpholino-8-(2,3,5-trifluorophenyl)-1,5-naphthyridine-3-carboxamide